isodecyl sulfosuccinate S(=O)(=O)(O)C(C(=O)OCCCCCCCC(C)C)CC(=O)[O-]